F[P-](F)(F)(F)(F)F.C1(=CC=CC=C1)[S+]1C=2C=CC=CC2SC2=CC=CC=C12 S-(phenyl)thianthrenium hexafluoro-phosphate